C(C)(C)(C)C1=C(C=CC(=C1)C(C)(C)C)C1=CC(=CC(=C1)Cl)Cl 2,4-Di-tert-butyl-3',5'-dichloro-1,1'-biphenyl